(3,5-Bis((E)-3,4-difluorobenzylidene)-4-oxocyclohexyl)-4-((2-(1-methylpyrrolidin-2-yl)ethyl)-amino)benzamide FC=1C=C(\C=C\2/CC(C\C(\C2=O)=C/C2=CC(=C(C=C2)F)F)C2=C(C(=O)N)C=CC(=C2)NCCC2N(CCC2)C)C=CC1F